CC(OC(CCCP(=O)(O)O)=O)(C[N+](C)(C)C)C dimethyl-phosphonobutyrylcholine